CC1=CC=C(C=C1)S(=O)(=O)OC1CN(C(CC1)=O)C 1-methyl-6-oxopiperidin-3-yl 4-methylbenzenesulfonate